C=1C=CN2C=CC(=CC12)C(CNC)=O 1-(indolizin-7-yl)-2-(methylamino)ethan-1-one